methyl-tetrahydrofuran-3,4-diol CC1OCC(C1O)O